C(C)OC(=O)C1CN(CCC1)C1=NC=NC2=CC=CC=C12 1-(quinazolin-4-yl)piperidine-3-carboxylic acid ethyl ester